potassium ortho-hydroxybenzoate OC1=C(C(=O)[O-])C=CC=C1.[K+]